P(=O)(O)(O)O.BrC=1C(=C(C(=C(C1)Cl)C)C(=O)N)C=1NC2=CC=CC=C2C1 bromo-6-chloro-3-indolyl-toluamide phosphate